1-Phenyl-1H-imidazole-4-carboxylic acid {2-[3-(2-chloro-phenoxy)-azetidin-1-yl]-2-oxo-ethyl}-amide ClC1=C(OC2CN(C2)C(CNC(=O)C=2N=CN(C2)C2=CC=CC=C2)=O)C=CC=C1